methyl 1-(2-ethoxy-2-oxoethyl)-4-fluoropiperidine-4-carboxylate C(C)OC(CN1CCC(CC1)(C(=O)OC)F)=O